7-fluoro-3-(methoxymethoxy)-8-((triisopropylsilyl)ethynyl)naphthalene FC1=CC=C2C=C(C=CC2=C1C#C[Si](C(C)C)(C(C)C)C(C)C)OCOC